C(C)(=O)OC1=C2C(=CNC2=CC=C1)CCN(CCC)CC 3-(2-(ethyl (propyl) amino) ethyl)-1H-indol-4-yl acetate